(3S)-N-[(2S)-2-(dimethylamino)-3-(7-methyl-2-oxo-2,3-dihydro-1,3-benzooxazol-6-yl)propyl]-3-phenylbutyramide CN([C@H](CNC(C[C@H](C)C1=CC=CC=C1)=O)CC1=C(C2=C(NC(O2)=O)C=C1)C)C